alpha-methyl-o-fluorophenylalanine C[C@](N)(CC1=C(C=CC=C1)F)C(=O)O